α-(7-Pentoxy-1-naphthalenyl)-acetic Acid C(CCCC)OC1=CC=C2C=CC=C(C2=C1)CC(=O)O